5'-(2-(((1r,4r)-4-aminocyclohexyl)amino)-1-phenylethyl)-2',4'-dichloro-6-fluoro-5-(2-methoxyethoxy)-[1,1'-biphenyl]-2-carboxamide trifluoroacetate FC(C(=O)O)(F)F.NC1CCC(CC1)NCC(C1=CC=CC=C1)C=1C(=CC(=C(C1)C=1C(=CC=C(C1F)OCCOC)C(=O)N)Cl)Cl